CC=1N=NC=CC1C(=O)O.COC(=O)C1=CN=NC=C1 pyridazine-4-carboxylic acid Methyl ester (Methyl Pyridazine-4-Carboxylate)